2-(2,6-Dioxopiperidin-3-yl)-5-(((1R,2S)-2-(ethylamino)-2,3-dihydro-1H-inden-1-yl)(methyl)amino)isoindolin-1,3-dion O=C1NC(CCC1N1C(C2=CC=C(C=C2C1=O)N(C)[C@H]1[C@H](CC2=CC=CC=C12)NCC)=O)=O